BrC1=C2C=C(N(C2=CC=C1)COCC[Si](C)(C)C)I 4-bromo-2-iodo-1-{[2-(trimethylsilyl)ethoxy]methyl}-1H-indole